ClC1=C(N=CN(C1=O)CC1=NC(=NO1)C[C@H](O)C1=CC=C(C=C1)Cl)C#N 5-chloro-1-({3-[(2S)-2-(4-chlorophenyl)-2-hydroxyethyl]-1,2,4-oxadiazol-5-yl}methyl)-6-oxopyrimidine-4-carbonitrile